ClC=1C=CC2=C(CCN(S2(=O)=O)C(C(=O)O)C(C)C2=C(C(=CC=C2F)C)C)C1 2-(6-chloro-1,1-dioxido-3,4-dihydro-2H-benzo[e][1,2]thiazin-2-yl)-3-(6-fluoro-2,3-dimethylphenyl)butanoic acid